C(C)(C)[C@H]1C(NC=2C(=NC(=NC2N1C)N[C@H]1C[C@H](C1)NC1=NC=C(C=N1)C#N)C)=O ((cis-3-(((S)-7-isopropyl-4,8-dimethyl-6-oxo-5,6,7,8-tetrahydropteridin-2-yl)amino)cyclobutyl)amino)pyrimidine-5-carbonitrile